IC1=C(N)C=CC(=C1)CC1=CC=C(C=C1)C 2-iodo-4-(4-methylbenzyl)aniline